4-METHYL-2-THIOPHENECARBOXYLIC ACID CC=1C=C(SC1)C(=O)O